3,6-dimethyl-3-cyclohexene-formaldehyde CC=1CC(C(CC1)C)C=O